(2-methoxy-6-((1-methylpiperidin-4-yl)methoxy)pyridin-3-yl)methanamine COC1=NC(=CC=C1CN)OCC1CCN(CC1)C